5-((2,4-dichloro-5-isopropoxyphenyl)-carbamoyl)tetrahydrothiophene-2-carboxylic acid ClC1=C(C=C(C(=C1)Cl)OC(C)C)NC(=O)C1CCC(S1)C(=O)O